ClC1=C(C=NN(C1=O)C1=CC=C(OC2CCN(CC2)C(=O)N)C=C1)NC[C@H]1COCCC1 4-[4-[5-chloro-6-oxo-4-[[(3S)-tetrahydropyran-3-yl]methylamino]pyridazin-1-yl]phenoxy]piperidine-1-carboxamide